ClC=1C=NC(=NC1)NC1CCN(CC1)S(=O)(=O)C=1C=C(C=CC1)N1C[C@H](CC1)CN1CCC(CC1)C1=CC=C2C(=NN(C2=C1)C)N1C(NC(CC1)=O)=O (R)-1-(6-(1-((1-(3-((4-((5-chloropyrimidin-2-yl)amino)piperidin-1-yl)sulfonyl)phenyl)-pyrrolidin-3-yl)methyl)piperidin-4-yl)-1-methyl-1H-indazol-3-yl)dihydropyrimidine-2,4(1H,3H)-dione